C(C)OCCOCCOC=1C=CC(=NC1)CC(C(=O)O)N1CCN(CCN(CCN(CC1)CC(=O)O)CC(=O)O)CC(=O)O 3-{5-[2-(2-ethoxyethoxy)ethoxy]pyridin-2-yl}-2-[4,7,10-tris(carboxymethyl)-1,4,7,10-tetraazacyclododecan-1-yl]propanoic acid